CC(CCC=C)[Si](OCC)(OCC)OCC 1-methyl-4-pentenyltriethoxysilane